N-{6-bromo-2H,3H-furo[3,2-b]pyridin-3-yl}-2-(5,6-difluoro-2-oxo-1,4-dihydroquinazolin-3-yl)acetamide BrC=1C=C2C(=NC1)C(CO2)NC(CN2C(NC1=CC=C(C(=C1C2)F)F)=O)=O